COC(C1=NC=2NCCCC2C=C1CN1C(CN(CC1)C)=O)OC 1-((2-(dimethoxymethyl)-5,6,7,8-tetrahydro-1,8-naphthyridin-3-yl)methyl)-4-methylpiperazin-2-one